2-(2-chloro-3-fluoro-4-methoxy-phenyl)-4,4,5,5-tetramethyl-1,3,2-dioxaborolane ClC1=C(C=CC(=C1F)OC)B1OC(C(O1)(C)C)(C)C